C(C1=CC=CC=C1)OC(COC1=CC(=C2CC(CC2=C1)CO[Si](C)(C)C(C)(C)C)F)C [6-(2-benzyloxypropoxy)-4-fluoro-indan-2-yl]methoxy-tert-butyl-dimethyl-silane